3-(4-((2S,5R)-4-acryloyl-2,5-dimethylpiperazin-1-yl)-7-(3-amino-5-methylbenzo[d]isoxazol-4-yl)-6-chloro-8-fluoroquinazolin-2-ylamino)-N,N-dimethylpropanamide C(C=C)(=O)N1C[C@@H](N(C[C@H]1C)C1=NC(=NC2=C(C(=C(C=C12)Cl)C1=C(C=CC2=C1C(=NO2)N)C)F)NCCC(=O)N(C)C)C